Cl.OC=1C2=C(NC(C1C1=NC=3C(=NC(=CC3)C3CCNCC3)N1)=O)SC=C2 4-hydroxy-5-(5-(piperidin-4-yl)-3H-imidazo[4,5-b]pyridin-2-yl)thieno[2,3-b]pyridin-6(7H)-one hydrochloride